5-{2-amino-[1,2,4]triazolo[1,5-a]pyridin-7-yl}-2-methoxy-N-methyl-N-{[3-(trifluoromethoxy)phenyl]methyl}pyridine-3-carboxamide NC1=NN2C(C=C(C=C2)C=2C=C(C(=NC2)OC)C(=O)N(CC2=CC(=CC=C2)OC(F)(F)F)C)=N1